(E)-2-bromo-4-(2-(6-(ethyl(2-(2-fluoroethoxy)ethyl)amino)-5-methylbenzo[d]thiazol-2-yl)vinyl)phenol BrC1=C(C=CC(=C1)\C=C\C=1SC2=C(N1)C=C(C(=C2)N(CCOCCF)CC)C)O